C(C)(C)(C)C1=CC(=CC2=CC=CC=C12)C1=NC=C(C2=C1SC1=C2C=CC(=C1)CC(C)(C)C)[Si](C)(C)C 1-(4-(tert-butyl)naphthalen-2-yl)-7-neopentyl-4-(trimethylsilyl)benzo[4,5]thieno[2,3-c]pyridine